(3s,4r,3'r)-6-[4-(4-amino-5-chloro-2-methoxy-benzoylamino)-3-methoxy-piperidin-1-yl]-caproic acid NC1=CC(=C(C(=O)N[C@H]2[C@H](CN(CC2)CCCCCC(=O)O)OC)C=C1Cl)OC